5-(4-(1-(2-(4-(4-amino-3-(4-phenoxyphenyl)-1H-pyrazolo[3,4-d]pyrimidin-1-yl)piperidin-1-yl)ethyl)pyrrolidin-3-yl)piperazin-1-yl)-2-(2,6-dioxopiperidin-3-yl)isoindoline-1,3-dione NC1=C2C(=NC=N1)N(N=C2C2=CC=C(C=C2)OC2=CC=CC=C2)C2CCN(CC2)CCN2CC(CC2)N2CCN(CC2)C=2C=C1C(N(C(C1=CC2)=O)C2C(NC(CC2)=O)=O)=O